2,4,8,10-tetraoxaspiro[5.5]undecane-diethanol C1(OCOCC12COCOC2)(CCO)CCO